N[C@H](C(=O)NCCCC[C@@H](C(=O)OC(C)(C)C)NC(=O)N[C@@H](CCC(=O)OC(C)(C)C)C(=O)OC(C)(C)C)CC1=CC2=CC=CC=C2C=C1 di-tert-butyl (((S)-6-((S)-2-amino-3-(naphthalen-2-yl) propanamido)-1-(tert-butoxy)-1-oxohexan-2-yl)carbamoyl)-L-glutamate